OC1=C(C=CC(=C1)OC)/C=C/C(=O)N1CCCCC1 (E)-3-(2-hydroxy-4-methoxyphenyl)-1-(piperidine-1-yl)prop-2-ene-1-one